dimethyl-[cyclopentadienyl-(2,7-di-tert-butylfluorenyl)dl-p-triethylsilanylphenylmethane] hafnium [Hf].CC=1C(=C(C=CC1[Si](CC)(CC)CC)C(C1=C(C=CC=2C3=CC=C(C=C3CC12)C(C)(C)C)C(C)(C)C)C1C=CC=C1)C